C(C)(C)(C)OC(=O)N1[C@H]([C@]2(CC1)NC(COC2)=O)COC2CCC(CC2)C2=C(OC(CC(=O)O)C)C=CC=C2 |o1:8,9| 3-{2-[(1S,4s)-4-{[rel-(1R,5S)-2-[(tert-butoxy)carbonyl]-7-oxo-9-oxa-2,6-diazaspiro[4.5]dec-1-yl]methoxy}cyclohexyl]phenoxy}butanoic acid